BrC1=C(C=CC=C1)C1(CC1)NC(=O)C1=CC=2C(=NC(=CC2)C=2C=NNC2)N1C N-[1-(2-bromophenyl)cyclopropyl]-1-methyl-6-(1H-pyrazol-4-yl)pyrrolo[2,3-b]pyridine-2-carboxamide